S(F)(F)(F)(F)(F)F.C(C1=CC=CC=C1)N(C1CCC(CC1)OC(C)O)CC1=CC=CC=C1 (((1r,4r)-4-(dibenzylamino)cyclohexyl)oxy)ethan-1-ol sulfur(VI) fluoride